FC1=C(C(=CC(=C1)OC[C@@H]1[C@@H]2CNC[C@@]12C)F)C=1C(=NC=2N(C1NCC(F)(F)F)N=CN2)C 6-(2,6-difluoro-4-(((1R,5S,6r)-methyl-3-azabicyclo[3.1.0]hex-6-yl)methoxy)-phenyl)-5-methyl-N-(2,2,2-trifluoroethyl)-[1,2,4]triazolo[1,5-a]pyrimidin-7-amine